C1(CCC1)[C@H](C)NCC1=C2C(=NC(=C1)C(=O)NC=1C=NC=C(C1)C1(CC(C1)C)C1=NN=CN1C)SC=C2 4-({[(1S)-1-cyclobutylethyl]amino}methyl)-N-{5-[(1r,3s)-3-methyl-1-(4-methyl-1,2,4-triazol-3-yl)cyclobutyl]pyridin-3-yl}thieno[2,3-b]pyridine-6-carboxamide